ClC1=CC(=C(N=N1)C(=O)OC)NC=1C=C2CN(CC2=CC1)C(=O)[O-] 5-((6-Chloro-3-(methoxycarbonyl)pyridazin-4-yl)amino)isoindoline-2-carboxylate